Cl.CN(CCNC(C1=CC=C(C=C1)N1N=CC(=C1C1=C(C=CC=C1)C(F)(F)F)C1=CC=C(C=C1)F)=O)C N-[2-(dimethylamino)ethyl]-4-[4-(4-fluorophenyl)-5-[2-(trifluoromethyl)phenyl]pyrazol-1-yl]benzamide hydrochloride